bis(4,6-difluorophenyl)pyridinium FC1=CC=C(C(=C1)F)C1=[N+](C=CC=C1)C1=CC=C(C=C1F)F